methyl (1-((2-(3,5-dichlorophenyl)-6-((2-(4-(4-hydroxybutan-2-yl)piperazin-1-yl)pyrimidin-5-yl)oxy)pyridin-4-yl)methyl)piperidin-4-yl)acetate ClC=1C=C(C=C(C1)Cl)C1=NC(=CC(=C1)CN1CCC(CC1)CC(=O)OC)OC=1C=NC(=NC1)N1CCN(CC1)C(C)CCO